FC(C1CN(C1)C=1N=CC(=NC1)CC1CC2(CN(C2)C(=O)N2C[C@@H]3[C@@H](OCC(N3)=O)CC2)C1)(F)F (4aR,8aS)-6-[6-[[5-[3-(trifluoromethyl)azetidin-1-yl]pyrazin-2-yl]methyl]-2-azaspiro[3.3]heptane-2-carbonyl]-4,4a,5,7,8,8a-hexahydropyrido[4,3-b][1,4]oxazin-3-one